(1S,3S)-N1-(7-fluoro-[1,2,4]triazolo[1,5-a]pyridin-2-yl)cyclopentane-1,3-diamine FC1=CC=2N(C=C1)N=C(N2)N[C@@H]2C[C@H](CC2)N